ethyl 8-bromo-6-(2-fluorophenyl)-4-methyl-4H-benzo[f]imidazo[1,5-a][1,4]diazepine-3-carboxylate BrC=1C=CC2=C(C(=NC(C=3N2C=NC3C(=O)OCC)C)C3=C(C=CC=C3)F)C1